N-[7-(1-ethylcyclobutyl)-5-(trifluoromethyl)imidazo[4,3-f][1,2,4]triazin-2-yl]-1-methanesulfonylpiperidin-4-amine C(C)C1(CCC1)C1=NC(=C2C=NC(=NN21)NC2CCN(CC2)S(=O)(=O)C)C(F)(F)F